5,6-difluoro-1-(phenylsulfonyl)-1H-indole-2-carbaldehyde FC=1C=C2C=C(N(C2=CC1F)S(=O)(=O)C1=CC=CC=C1)C=O